C(C\C=C\CC)(=O)OC1=C(C=C(C=C1)Cl)C1SCCCS1 (E)-4-chloro-2-(1,3-dithian-2-yl)phenyl hex-3-enoate